diphenylbis-hydroxymethyl-phosphonium chloride [Cl-].C1(=CC=CC=C1)[P+](CO)(CO)C1=CC=CC=C1